COC1=CC2=C(N=C(S2)N)C=C1 6-methoxy-benzo[d]thiazol-2-amine